O=C1C[C@@H](OC2=C1C=C(C=C2)C(F)(F)F)C(=O)NC21CC(C2)(C1)N1N=CC(=C1)OCCCOC(F)(F)F (2R)-4-oxo-N-(3-{4-[3-(trifluoromethoxy)propoxy]-1H-pyrazol-1-yl}bicyclo[1.1.1]pentan-1-yl)-6-(trifluoromethyl)-3,4-dihydro-2H-1-benzopyran-2-carboxamide